((5-methyl-3-(6-methylpyridin-3-yl)isoxazol-4-yl)methoxy)-N-(tetrahydropyran-4-yl)pyridazine-3-carboxamide CC1=C(C(=NO1)C=1C=NC(=CC1)C)COC1=C(N=NC=C1)C(=O)NC1CCOCC1